C(C)(C)OC(=O)CCCCCCCCCCOC=1C2=CC=CC=C2C(=C2C=CC=CC12)OCCCCCCCCCCC(=O)OC(C)C 9,10-bis(isopropoxycarbonyldecyloxy)anthracene